BrC=1C=CC(=NC1)\C=N\NS(=O)(=O)C1=CC=C(C=C1)C (E,Z)-N'-((5-bromopyridin-2-yl)methylene)-4-methylbenzenesulfonohydrazide